4-[5-chloro-2-(1H-1,2,3,4-tetrazol-1-yl)phenyl]-6-methoxypyrimidine ClC=1C=CC(=C(C1)C1=NC=NC(=C1)OC)N1N=NN=C1